C(C1=CC=CC=C1)ON1[C@@H]2CC[C@H](N(C1=O)C2)C(NS(=O)(=O)CC)=N (2S,5R)-6-(benzyloxy)-N-(ethylsulfonyl)-7-oxo-1,6-diazabicyclo[3.2.1]octane-2-carboximidamide